[N+](=O)([O-])C1=CC=C(C=C1)N1C(=NNC1=O)C(F)F 4-(4-nitrophenyl)-3-difluoromethyl-1,2,4-triazole-5-one